CN1CC(OB(OC(C1)=O)C(\C=C\CCC=C)NS(OCC(Cl)(Cl)Cl)(=O)=O)=O 2,2,2-trichloroethyl (E)-(1-(6-methyl-4,8-dioxo-1,3,6,2-dioxazaborocan-2-yl)hepta-2,6-dien-1-yl)sulfamate